(1r,4r)-4-({[(benzyloxy)carbonyl]amino}methyl)cyclohexane-1-carboxylic acid C(C1=CC=CC=C1)OC(=O)NCC1CCC(CC1)C(=O)O